ClC=1C=C(C=C(C1)NCCO)NC(=O)NC1=C(C=CC(=C1)F)CO 1-[3-chloro-5-(2-hydroxyethylamino)phenyl]-3-(5-fluoro-2-hydroxymethylphenyl)urea